ethyl 3-(4'-(5-(((benzyloxy)carbonyl)amino)pent-1-yn-1-yl)-[1,1'-biphenyl]-4-yl)propanoate C(C1=CC=CC=C1)OC(=O)NCCCC#CC1=CC=C(C=C1)C1=CC=C(C=C1)CCC(=O)OCC